NC(C(=O)N[C@@H](CC1CCCCC1)C(NC(CC1C(NCC1)=O)C(N)=O)=O)C(C)(C)C 2-amino-N-[(1S)-1-{[1-carbamoyl-2-(2-oxopyrrolidin-3-yl)ethyl]carbamoyl}-2-cyclohexylethyl]-3,3-dimethylbutanamide